1-[2-(trifluoromethyl)thiazol-4-yl]ethanamine FC(C=1SC=C(N1)C(C)N)(F)F